CN(CCN(CC)CC)C N,N-dimethyl-N',N'-diethylethylenediamine